5-bromo-1-methyl-1H-indole-3-carbonitrile BrC=1C=C2C(=CN(C2=CC1)C)C#N